(3s)-3-amino-4-(3,5-dichloro-7-{[(1,3-thiazol-2-yl)methyl]amino}thieno[3,2-b]pyridin-2-yl)butan-1-ol dihydrochloride Cl.Cl.N[C@@H](CCO)CC1=C(C2=NC(=CC(=C2S1)NCC=1SC=CN1)Cl)Cl